C(C)C=1C(NC=2C=C(C=NC2C1)CN1CCN(CC1)C=1C=CC(=NC1)C(=O)N[C@@H](CO)C)=O (R)-5-(4-((7-Ethyl-6-oxo-5,6-dihydro-1,5-naphthyridin-3-yl)methyl)piperazin-1-yl)-N-(1-Hydroxypropan-2-yl)pyridineamide